tert-butyl 3-(4-amino-5-bromo-7-methyl-7H-pyrrolo[2,3-d]pyrimidin-6-yl)pyrrolidine-1-carboxylate NC=1C2=C(N=CN1)N(C(=C2Br)C2CN(CC2)C(=O)OC(C)(C)C)C